CN1C(OC2=C1C(=CC(=C2)B(O)O)C)=O 3,4-DIMETHYL-2-OXO-2,3-DIHYDROBENZO[D]OXAZOL-6-YLBORONIC ACID